5-Isopropyl-N-(2-(2-methyl-2H-1,2,3-triazol-4-yl)pyrimidin-4-yl)-8-((2R,3S)-2-methyl-3-((methylsulfonyl)methyl)azetidin-1-yl)isoquinolin-3-amine C(C)(C)C1=C2C=C(N=CC2=C(C=C1)N1[C@@H]([C@H](C1)CS(=O)(=O)C)C)NC1=NC(=NC=C1)C1=NN(N=C1)C